OCCN(CCN(CCO)CCO)CCO N,N,N',N'-Tetrakis(hydroxyethyl)ethylenediamine